C(C)N1N=CC=C1C1=C(C=CC=C1)NC1=NC2=CC=C(C(=C2N=C1C)F)F N-[2-(2-ethylpyrazol-3-yl)phenyl]-5,6-difluoro-3-methyl-quinoxalin-2-amine